(2R)-2-(4-{8-chloro-7-[(2-methyl-1H-1,3-benzodiazol-6-yl)oxy]quinoxalin-2-yl}-1H-pyrazol-1-yl)propan-1-ol ClC=1C(=CC=C2N=CC(=NC12)C=1C=NN(C1)[C@@H](CO)C)OC=1C=CC2=C(NC(=N2)C)C1